BrC=1C=C(C=C(C1)F)C1=CC2=C(OC3=C2C=CC=C3)C=C1 2-(3-bromo-5-fluorophenyl)dibenzo[b,d]Furan